C(#CCC)OC(C)S(=O)(=O)O butynyloxyethanesulphonic acid